4-(3-amino-1H-pyrazol-4-yl)(phenyl)methyl-1-phenyl-3-(trifluoromethyl)-1H-pyrazol-5-ol NC1=NNC=C1C=1C(=NN(C1OCC1=CC=CC=C1)C1=CC=CC=C1)C(F)(F)F